2,6-Bis(3-fluoroanilinomethyl)pyridine FC=1C=C(NCC2=NC(=CC=C2)CNC2=CC(=CC=C2)F)C=CC1